2-(Aminomethyl)-4-bromo-N-(cyclobutylmethyl)aniline NCC1=C(NCC2CCC2)C=CC(=C1)Br